3-(chloromethyl)pyrrolidin ClCC1CNCC1